Tert-butyl-((4-(iodomethyl-d)phenyl)methoxy-d)dimethylsilane C(C)(C)(C)[Si](C)(C)OC([2H])C1=CC=C(C=C1)C([2H])I